N-hydroxyl-1-((4'-(4-(2-methoxyethyl)piperazine-1-yl)-[1,1'-biphenyl]-4-yl)sulfonyl)-1,2,3,6-tetrahydropyridine-4-formamide ONC(=O)C=1CCN(CC1)S(=O)(=O)C1=CC=C(C=C1)C1=CC=C(C=C1)N1CCN(CC1)CCOC